C(C)(C)(C)C1=CC=2C(C=3C=C(C=C(C3OC2C(=C1)C(=O)O)C(=O)O)C(C)(C)C)(C)C 2,7-di(tert-butyl)-9,9-dimethyl-4,5-xanthenedicarboxylic acid